C([C@@H](COP(=O)(O)O)O)O phosphorylglycerol